NC[C@@H](CC(=O)O)NC(=O)OC(C)(C)C (R)-4-amino-3-((tert-butoxycarbonyl)amino)butanoic acid